methoxy-5-(4-(trifluoromethyl)phenoxy)aniline CONC1=CC=CC(=C1)OC1=CC=C(C=C1)C(F)(F)F